oxocyclopentane-2-carboxamide O=C1C(CCC1)C(=O)N